1-Tert-butyl-(3,4-dihydro-2H-pyran-2-ylmethoxy)-diphenyl-silane C(C)(C)(C)[Si](C1=CC=CC=C1)(C1=CC=CC=C1)OCC1OC=CCC1